O=C1NC(CCC1N1C(C2=CC=C(C=C2C1)C1=NC=CC(=C1)CN(CC(=O)N(C)C)C)=O)=O 2-(((2-(2-(2,6-dioxopiperidin-3-yl)-1-oxoisoindolin-5-yl)pyridin-4-yl)methyl)(methyl)amino)-N,N-dimethylacetamide